4-benzyl-3-(3-(2-trifluoromethylphenyl)acryloyl)oxazolidin-2-one-5,5-d2 C(C1=CC=CC=C1)C1N(C(OC1([2H])[2H])=O)C(C=CC1=C(C=CC=C1)C(F)(F)F)=O